4,4'-dibromo-1,1'-binaphthyl-8,8'-dicarboxylic acid BrC1=CC=C(C2=C(C=CC=C12)C(=O)O)C1=CC=C(C2=CC=CC(=C12)C(=O)O)Br